C(C)C1=NC(=NO1)C=1C=C2C[C@@H]([C@H](C2=CC1)NC(=O)C=1C=NN(C1)C)O N-((1S,2S)-5-(5-ethyl-1,2,4-oxadiazol-3-yl)-2-hydroxy-2,3-dihydro-1H-inden-1-yl)-1-methyl-1H-pyrazole-4-carboxamide